C1(CCC(N1C(C(=O)N)=C)=O)=O succinimidyl-acrylamide